ethyl (S)-2-((4-(2-(4-chloro-2-fluorophenyl)-2-methylbenzo[d][1,3]dioxol-4-yl) piperidin-1-yl)methyl)-1-((2-(trimethylsilyl) ethoxy)methyl)-1H-imidazole-4-carboxylate ClC1=CC(=C(C=C1)[C@@]1(OC2=C(O1)C=CC=C2C2CCN(CC2)CC=2N(C=C(N2)C(=O)OCC)COCC[Si](C)(C)C)C)F